C(C)(C)(C)N1N=CC(=C1)NC(CC1=C(C=C(C=C1)OC1=CC=NC2=CC(=C(C=C12)S(=O)(=O)C(C)(C)C)OC)F)=O N-(1-(tert-butyl)-1H-pyrazol-4-yl)-2-(4-((6-(tert-butylsulfonyl)-7-methoxyquinolin-4-yl)oxy)-2-fluorophenyl)acetamide